4-(1-(4-(phenylamino)-1-(4-(trifluoromethyl)benzyl)-1H-indole-7-carboxamido)cyclopropyl)benzoic acid C1(=CC=CC=C1)NC1=C2C=CN(C2=C(C=C1)C(=O)NC1(CC1)C1=CC=C(C(=O)O)C=C1)CC1=CC=C(C=C1)C(F)(F)F